phosphoric acid-1,3,5-triazine-2,4,6-triamine salt N1=C(N=C(N=C1N)N)N.P(O)(O)(O)=O